4,5-difluoro-1,3-dihydro-2-benzofuran-1,3-dione FC1=C(C=CC=2C(OC(C21)=O)=O)F